3-(3,4-dimethyl-phenyl)-5,7-di-tert-butyl-benzofuran-2-one CC=1C=C(C=CC1C)C1C(OC2=C1C=C(C=C2C(C)(C)C)C(C)(C)C)=O